N1CC(CCC1)C1=CN=CS1 5-(piperidin-3-yl)thiazole